C(C)(C)(C)N(C(O)=O)C1=CC=C(C=C1)B1OC(C(O1)(C)C)(C)C.BrC1=CC(=C(C(=O)NC=2C=C(C=3N(C2)C=CN3)N3CCC(CC3)(F)F)C=C1)N1CCC3(CC3)CC1 4-bromo-N-(8-(4,4-difluoropiperidin-1-yl)imidazo[1,2-a]pyridin-6-yl)-2-(6-azaspiro[2.5]oct-6-yl)benzamide tert-butyl-(4-(4,4,5,5-tetramethyl-1,3,2-dioxaborolan-2-yl)phenyl)carbamate